Chlorotriprop-oxysilan Cl[Si](OCCC)(OCCC)OCCC